C(CCCCC)[C@@H]1[C@@H](C1)CC(=O)O cis-2-(2-hexylcyclopropyl)-acetic acid